3-fluoro-3-methyl-N-{5-[(1R,3R)-3-[4-(trifluoromethyl)phenyl]cyclobutoxy]-1H-indol-3-yl}cyclobutane-1-carboxamide FC1(CC(C1)C(=O)NC1=CNC2=CC=C(C=C12)OC1CC(C1)C1=CC=C(C=C1)C(F)(F)F)C